7-benzyl-4-[tert-butyl(diphenyl)silyl]oxy-1,3,4,5,6,8-hexahydro-1,7-naphthyridin-2-one C(C1=CC=CC=C1)N1CCC=2C(CC(NC2C1)=O)O[Si](C1=CC=CC=C1)(C1=CC=CC=C1)C(C)(C)C